3-(cyanomethylene)piperidine-1-carboxylic acid tert-butyl ester C(C)(C)(C)OC(=O)N1CC(CCC1)=CC#N